ethyl 9-bromo-6-isopropyl-10-methoxy-2-oxo-6,7-dihydro-2H-pyrido[2,1-a]isoquinoline-3-carboxylate BrC=1C=C2CC(N3C(C2=CC1OC)=CC(C(=C3)C(=O)OCC)=O)C(C)C